2-[4-{2-(4-naphthalen-1-yl-phenyl)-6-(4-pyridin-3-yl-phenyl)-pyrimidin-4-yl}-phenyl]-7-azabenzoxazole C1(=CC=CC2=CC=CC=C12)C1=CC=C(C=C1)C1=NC(=CC(=N1)C1=CC=C(C=C1)C=1OC2=C(N1)C=CC=N2)C2=CC=C(C=C2)C=2C=NC=CC2